C(N)(O[C@H]1C[C@H](CCC1)C(NNC1=CC2=C(C=N1)N(C=N2)C)=O)=O [(1R,3S)-3-[[(3-methylimidazo[4,5-c]pyridin-6-yl)amino]carbamoyl] cyclohexyl] carbamate